NC1=NC=2C=CC(=CC2C2=C1C=NN2C)C(=O)N([C@@H]2COC1=C2C=CC(=C1)C=1C=C2C(=NC1)NC(C2)=O)C 4-amino-N,1-dimethyl-N-((3S)-6-(2-oxo-2,3-dihydro-1H-pyrrolo[2,3-b]pyridin-5-yl)-2,3-dihydro-1-benzofuran-3-yl)-1H-pyrazolo[4,3-c]quinoline-8-carboxamide